FC1=CC=C(C=C1)C1C(C1C1=CC=CC=C1)C1=NC(=NO1)[C@H](C)NC(C1=NC=CC(=C1O)OC)=O N-((1S)-1-(5-(2-(4-fluorophenyl)-3-phenylcyclopropyl)-1,2,4-oxadiazol-3-yl)ethyl)-3-hydroxy-4-methoxypicolinamide